7-fluoro-1-methyl-5-[5-[2-(2-methylpyrazol-3-yl)ethynyl]-3,4-dihydro-2H-quinolin-1-yl]-[1,2,4]triazolo[4,3-a]quinazoline FC=1C=C2C(=NC=3N(C2=CC1)C(=NN3)C)N3CCCC1=C(C=CC=C31)C#CC=3N(N=CC3)C